3-(trifluoromethyl)-6,6a,7,8,9,10-hexahydrodipyrido[3,2-b:1',2'-d][1,4]thiazin FC(C1=CC=2SCC3N(C2N=C1)CCCC3)(F)F